N-(2-(1H-pyrazol-1-yl)benzyl)-9-isopropyl-2-(piperazin-1-yl)-9H-purin-6-amine N1(N=CC=C1)C1=C(CNC2=C3N=CN(C3=NC(=N2)N2CCNCC2)C(C)C)C=CC=C1